6-Chloro-N-(3-(dimethylamino)propyl)-1-(5-fluoro-2-methoxy-4-((4-methoxybenzyl)oxy)phenyl)-1H-pyrazolo[4,3-c]pyridine-3-carboxamide ClC1=CC2=C(C=N1)C(=NN2C2=C(C=C(C(=C2)F)OCC2=CC=C(C=C2)OC)OC)C(=O)NCCCN(C)C